C(C1=CC=CC=C1)OC(=O)C(C(=O)O)(CCN)N benzyloxycarbonyl-L-2,4-diaminobutyric acid